4-chloro-1-(4-methoxyphenyl)-7,8-dihydro-5H-pyrano[3,4-d]pyridazine ClC=1N=NC(=C2C1COCC2)C2=CC=C(C=C2)OC